2-[2-(aminomethyl)-3,3-difluoro-allyl]-4-[5-(1,3-benzodioxol-5-yl)-3-methyl-2-pyridinyl]-1,2,4-triazol-3-one NCC(CN1N=CN(C1=O)C1=NC=C(C=C1C)C1=CC2=C(OCO2)C=C1)=C(F)F